(S,E)-9-chloro-7-(4-(4,4-difluorobut-2-enoyl)-2-methylpiperazin-1-yl)-10-(3,5-difluorophenyl)-2,3-dihydro-5H-[1,4]thiazino[2,3,4-ij]quinazolin-5-one ClC=1C=C2C(=NC(N3C2=C(C1C1=CC(=CC(=C1)F)F)SCC3)=O)N3[C@H](CN(CC3)C(\C=C\C(F)F)=O)C